2-(tert-butyl)-4-((3-(tert-butyl)-4-hydroxyphenyl)but-1,3-diyn-1-yl)-4-hydroxycyclohexa-2,5-dien-1-one C(C)(C)(C)C=1C(C=CC(C1)(O)C#CC#CC1=CC(=C(C=C1)O)C(C)(C)C)=O